bis(2,2,3,3-tetrafluoropropyl) carbonate C(OCC(C(F)F)(F)F)(OCC(C(F)F)(F)F)=O